C(N(C(C1=CC=C(C=C1)C1(N=N1)C(F)(F)F)=O)C)N(C(C1=CC=C(C=C1)C1(N=N1)C(F)(F)F)=O)C N,N'-methylenebis(N-methyl-4-(3-(trifluoromethyl)-3H-diazirin-3-yl)benzamide)